FC(S(=O)(=O)[O-])(F)F.C(C)(C)(C)OC1=CC=C(C=C1)[S+](C1=CC=C(C=C1)OC(C)(C)C)C1=CC=C(C=C1)OC(C)(C)C tri(p-tert-butyloxyphenyl)sulfonium trifluoromethanesulfonate